ClC1=C(N=C(NC1=O)C1=CC=NC=C1)N1CCN(CC1)CCO 5-chloro-4-[4-(2-hydroxyethyl)piperazin-1-yl]-2-(4-pyridinyl)-1H-pyrimidin-6-one